CN1N=C(C=2C1=NC=C(C2)C=2N=C1N(C(C2)=O)C=C(C=C1[C@@H](C)NC1=C(C(=O)O)C=CC=C1)C)C (R)-2-((1-(2-(1,3-dimethyl-1H-pyrazolo[3,4-b]pyridin-5-yl)-7-methyl-4-oxo-4H-pyrido[1,2-a]pyrimidin-9-yl)ethyl)amino)benzoic acid